CC1=CC(=NO1)C1(C2CCN(CC12)C1=CN=C2C(=N1)NN=C2C2=C1C(=NC=C2)C=CS1)CN (7-(5-methylisoxazol-3-yl)-3-(3-(thieno[3,2-b]pyridin-7-yl)-1H-pyrazolo[3,4-b]pyrazin-6-yl)-3-azabicyclo[4.1.0]heptan-7-yl)methanamine